sulphur (ii) (R)-(2-((2-methoxyethyl)amino)-2-(4-methyl-1-oxo-1,3-dihydroisobenzofuran-5-yl)ethyl)carbamic acid tert-butyl ester C(C)(C)(C)OC(NC[C@@H](C=1C(=C2COC(C2=CC1)=O)C)NCCOC)=O.[S+2]